OC[C@@H](CC(C)C)NC=1C2=C(N=C(N1)S[C@@H](C)C1=CC=CC=C1)N=C(S2)NP(=O)(OC)OC Dimethyl (7-{[(1R)-1-(hydroxymethyl)-3-methylbutyl]amino}-5-{[(1S)-1-phenylethyl]sulfanyl}[1,3]thiazolo[4,5-d]pyrimidin-2-yl)amidophosphate